tert-butyl (2-(2-methylbenzofuran-7-yl)ethyl)carbamate CC=1OC2=C(C1)C=CC=C2CCNC(OC(C)(C)C)=O